isochroman-5-ol C1OCCC=2C(=CC=CC12)O